C1C=CC2=C1C=CC1=C3C=CC=CC3=CC=C21 1H-cyclopenta[2,1-i]phenanthrene